C(CO)(=O)OCCCCCCCCCCCC.[Na] sodium lauryl glycolate